C(C)(=O)[O-].C(=O)(OC(C)(C)C)[Pd+] BocPalladium acetate